(R)-4-(3-(tert-butoxymethyl)-2,5-dioxo-4-(4-(trifluoromethyl)benzyl)piperazin-1-yl)-3-fluorobenzonitrile C(C)(C)(C)OC[C@@H]1C(N(CC(N1CC1=CC=C(C=C1)C(F)(F)F)=O)C1=C(C=C(C#N)C=C1)F)=O